C(C1=CC=CC=C1)OC1=CC=C(C=C1)NC1CCN(CC1)CC(CN1N=CN=C1)(O)C1=C(C=C(C=C1)F)F 1-(4-((4-(benzyloxy)phenyl)amino)piperidin-1-yl)-2-(2,4-difluorophenyl)-3-(1H-1,2,4-triazol-1-yl)propan-2-ol